N-(2-(azetidin-3-yl)ethyl)-4-((2R,4s,6S)-2-cyano-7-((5-methoxy-7-methyl-1H-indol-4-yl)methyl)-7-azaspiro[3.5]nonan-6-yl)benzamide N1CC(C1)CCNC(C1=CC=C(C=C1)[C@@H]1CC2(CC(C2)C#N)CCN1CC1=C2C=CNC2=C(C=C1OC)C)=O